ClC=1C=NC(=NC1)N1CCC(CC1)CCCOC1=CC(=C(C=C1)CC(=O)N1CC2(C1)CN(C2)C[C@@H]([C@H]([C@@H]([C@@H](CO)O)O)O)O)F 2-(4-(3-(1-(5-chloropyrimidin-2-yl)piperidin-4-yl)propoxy)-2-fluorophenyl)-1-(6-((2S,3R,4R,5R)-2,3,4,5,6-pentahydroxyhexyl)-2,6-diazaspiro[3.3]heptan-2-yl)ethan-1-one